N-(3,4-dichlorophenyl)carboxamide ClC=1C=C(C=CC1Cl)NC=O